N1=C(C=CC=C1)C1=C(C=CC(=C1)C1=NC(=NC(=N1)C1=CC=CC=C1)C1=CC=CC=C1)[O-] 2-(pyridin-2-yl)-4-(4,6-diphenyl-1,3,5-triazin-2-yl)phenolate